ethyl 1-methyl-5-[3-(trifluoromethyl)-1H-pyrazol-4-yl]imidazole-2-carboxylate CN1C(=NC=C1C=1C(=NNC1)C(F)(F)F)C(=O)OCC